6-(propan-2-yl)-4-{[4-(propan-2-yl)phenyl]amino}-2-(1,3-thiazolidin-3-yl)-5,6-dihydro-7H-pyrrolo[3,4-d]pyrimidin-7-one CC(C)N1C(C=2N=C(N=C(C2C1)NC1=CC=C(C=C1)C(C)C)N1CSCC1)=O